ClC=1C=CC(=C(C1)C1=NOC(=N1)C1CC12CCN(CC2)S(=O)(=O)N)OC 1-[3-(5-Chloro-2-methoxyphenyl)-1,2,4-oxadiazol-5-yl]-6-azaspiro[2.5]octan-6-sulfonamid